1-ethyl-3-(1,1,3,3-tetramethylbutyl)imidazolium 2-ethylhexanoate C(C)C(C(=O)[O-])CCCC.C(C)N1C=[N+](C=C1)C(CC(C)(C)C)(C)C